(3,4-cis-cyclopentanediol) formate C(=O)O[C@@H]1CCC[C@@H]1O